(Z)-4-bromothiazole-2-carbaldehyde oxime BrC=1N=C(SC1)\C=N/O